4-(7,8-diamino-6-fluoro-4-oxo-4H-chromen-2-yl)-1-methylpyridin-2(1H)-one NC1=C(C=C2C(C=C(OC2=C1N)C1=CC(N(C=C1)C)=O)=O)F